((2r,4S,5S)-2-((S)-1-(4-fluorophenyl)-1,2,3,4-tetrahydroisoquinoline-2-carbonyl)-5-(hydroxymethyl)tetrahydro-2H-pyran-4-yl)carbamic acid tert-butyl ester C(C)(C)(C)OC(N[C@H]1C[C@@H](OC[C@@H]1CO)C(=O)N1[C@H](C2=CC=CC=C2CC1)C1=CC=C(C=C1)F)=O